cyano-4-cyclobutyl-2-methylbenzoic acid methyl ester COC(C1=C(C(=C(C=C1)C1CCC1)C#N)C)=O